1,2-dibromo-3-butoxyprop-1-ene BrC=C(COCCCC)Br